C(CCC)NC=1C2=C(N=C(N1)NC(OC)=O)C(=NN2CC2=C(C=C(C=C2)CO)OC)C(F)(F)F methyl (7-(butylamino)-1-(4-(hydroxymethyl)-2-methoxybenzyl)-3-(trifluoromethyl)-1H-pyrazolo[4,3-d]pyrimidin-5-yl)carbamate